ClC1=NC(=CC(=C1)C1=C(C=C(C=C1)OC(F)F)C(=O)N1CC(C1)(F)F)OC(C)C [2-(2-chloro-6-propan-2-yloxypyridin-4-yl)-5-(difluoromethoxy)phenyl]-(3,3-difluoroazetidin-1-yl)methanone